(S)-2-([2,3'-bipyridin]-6'-yloxy)-1-phenylethan-1-amine N1=C(C=CC=C1)C=1C=NC(=CC1)OC[C@@H](N)C1=CC=CC=C1